O1C(C1)COC1=CC=C(C=C1)C(C)(C)C1=CC=C(OCC2OC2)C=C1 2-[[4-[2-[4-(Oxiran-2-ylmethoxy)phenyl]propan-2-yl]phenoxy]methyl]oxirane